N-[(1-{[6-(4-chlorophenoxy)-3-pyridinyl]methyl}-4-hydroxy-2-oxo-1,2,5,6-tetrahydro-3-pyridinyl)carbonyl]glycine tert-butyl-(4-aminophenyl)(benzyl)carbamate C(C)(C)(C)C(C1=CC=CC=C1)N(C(O)=O)C1=CC=C(C=C1)N.ClC1=CC=C(OC2=CC=C(C=N2)CN2C(C(=C(CC2)O)C(=O)NCC(=O)O)=O)C=C1